C(C)(C)(C)C#CC.[Co] cobalt (tert-butylmethylacetylene)